COC([C@H](CC1=CC=C(C=C1)F)NC(=O)OCC)=O (S)-2-((ethoxycarbonyl)amino)-3-(4-fluorophenyl)propanoic acid methyl ester